1-((5-(5-(difluoromethyl)-1,3,4-oxadiazole-2-yl)pyridine-2-yl)methyl)-3-(1-ethylpiperidine-4-yl)-5-fluoro-1,3-dihydro-2H-benzo[d]imidazole-2-one FC(C1=NN=C(O1)C=1C=CC(=NC1)CN1C(N(C2=C1C=CC(=C2)F)C2CCN(CC2)CC)=O)F